C(#N)C1=CC=2N(N=C1)C(=CC2)B(O)O (3-cyanopyrrolo[1,2-b]pyridazin-7-yl)boronic acid